1-(6-bromo-3,3-dimethyl-2H-pyrrolo[3,2-b]pyridin-1-yl)-2-chloro-ethanone BrC=1C=C2C(=NC1)C(CN2C(CCl)=O)(C)C